C(#N)C=1C(=CC(=NC1)NC(N(C)C1=NC(=C(C=C1)CN1C(CN(CC1)C)=O)C=O)=O)OCC1(CC1)OC 3-(5-cyano-4-((1-methoxycyclopropyl)methoxy)pyridin-2-yl)-1-(6-formyl-5-((4-methyl-2-oxopiperazin-1-yl)methyl)pyridin-2-yl)-1-methylurea